2-(5-((4-((2-(methylamino)-4-phenylthiazol-5-yl)oxy)pyridin-2-yl)amino)pyridin-2-yl)propane-2-ol CNC=1SC(=C(N1)C1=CC=CC=C1)OC1=CC(=NC=C1)NC=1C=CC(=NC1)C(C)(C)O